cyclohexyl-(methacrylic acid) C1(CCCCC1)C=C(C(=O)O)C